(S)-2-{4-(1,1-difluoroethyl)-2,6-dimethylphenyl}-6-(1-hydroxyethyl)-2,5-dihydro-4H-pyrazolo[3,4-d]pyrimidin-4-one FC(C)(F)C1=CC(=C(C(=C1)C)N1N=C2N=C(NC(C2=C1)=O)[C@H](C)O)C